C(C)(C)(C)OC(=O)N1[C@H](CC2(CC1)OCCC1=C2C=C(S1)I)C.BrC=1C=C2CC(N(C2=CC1)CCOC)=O 5-bromo-1-(2-methoxyethyl)indolin-2-one Tert-butyl-(2'S)-2-iodo-2'-methyl-spiro[6,7-dihydrothieno[3,2-c]pyran-4,4'-piperidine]-1'-carboxylate